C(CCCCCCCCCCC)C1=CC=C(C=C1)S(=O)(=O)O.C(CCCCCCCCCCC)C1=CC=C(C=C1)S(=O)(=O)O.C(CCCCCCCCCCC)C1=CC=C(C=C1)S(=O)(=O)O.C(CCCCCCC)N octyl-amine tris(p-dodecylbenzenesulfonate)